O(CCCCCOC1=CC=C(N)C=C1)C1=CC=C(N)C=C1 4,4'-(pentamethylenedioxy)dianiline